ClC=1C(=CC(=NC1)OC)C1=CC(=NN1)C(=O)N1C(C[C@H](CC1)C(=O)NCC1=CC(=CC=C1)Cl)(C)C (S)-1-(5-(5-chloro-2-methoxypyridin-4-yl)-1H-pyrazole-3-carbonyl)-N-(3-chlorobenzyl)-2,2-dimethylpiperidine-4-carboxamide